N-[cyano-(3-methyl-oxetan-3-yl)-methyl]-4-cyclopropyl-3-isopropoxy-benzamide C(#N)C(NC(C1=CC(=C(C=C1)C1CC1)OC(C)C)=O)C1(COC1)C